ClC1=CC=C2C(=CC(=NC2=C1)NC)S(=O)(=O)Cl 7-chloro-2-(methylamino)quinoline-4-sulfonyl chloride